(R)-5-fluoro-N-(2,2,2-trifluoro-1-(4-(trifluoromethyl)phenyl)ethyl)pyridine-3-sulfonamide FC=1C=C(C=NC1)S(=O)(=O)N[C@@H](C(F)(F)F)C1=CC=C(C=C1)C(F)(F)F